BrC1=C2C(C=CSC2=CC=C1Br)=S 5,6-dibromo-4H-thiochromen-4-thione